N-(2-(2,4-Dihydroxy-5-methylbenzoyl)isoindolin-4-yl)acrylamide 1-methoxy-3-(trityloxy)propan-2-yl-4-methylbenzenesulfonate COCC(COC(C1=CC=CC=C1)(C1=CC=CC=C1)C1=CC=CC=C1)OS(=O)(=O)C1=CC=C(C=C1)C.OC1=C(C(=O)N2CC3=CC=CC(=C3C2)NC(C=C)=O)C=C(C(=C1)O)C